hexyl-9H-carbazole C(CCCCC)C1=CC=CC=2C3=CC=CC=C3NC12